FC=1C=NN(C1)CC(=O)O 2-(4-fluoro-1H-pyrazol-1-yl)acetic acid